C12N(CC(CC1)CC2)CC=2N=C(NC2)C2=NNC1=CC(=CC=C21)C2=CC(=C(C=C2CC)O)F 4-(3-(4-((2-azabicyclo[2.2.2]octan-2-yl)methyl)-1H-imidazol-2-yl)-1H-indazol-6-yl)-5-ethyl-2-fluorophenol